C1(CC1)C1=CC(=C(NC=2N(C(C(=CC2C(=O)N)CC2=C(C(=NC=C2)NS(NC)(=O)=O)F)=O)C)C=C1)F 2-(4-cyclopropyl-2-fluoroanilino)-5-[[3-fluoro-2-(methylsulfamoylamino)pyridin-4-yl]methyl]-1-methyl-6-oxopyridine-3-carboxamide